C(CCCCCCC\C=C\C=C/C=C\C=C\CC)(=O)O 9E,11Z,13Z,15E-octadeca-9,11,13,15-tetraenoic acid